2,4,6-tris(4-hydroxybenzylthio)-1,3,5-triazine OC1=CC=C(CSC2=NC(=NC(=N2)SCC2=CC=C(C=C2)O)SCC2=CC=C(C=C2)O)C=C1